OCSCCNC(CCNC([C@@H](C(COP(OP(OC[C@@H]1[C@H]([C@H]([C@@H](O1)N1C=NC=2C(N)=NC=NC12)O)OP(=O)(O)O)(=O)O)(=O)O)(C)C)O)=O)=O hydroxy-methyl-Coenzyme A